ClC1=C(C=C(C=C1)NC(=O)N1C2CCCC1(C2)C=2OC(=NN2)C)N2N=CC=N2 N-(4-chloro-3-(2H-1,2,3-triazol-2-yl)phenyl)-1-(5-methyl-1,3,4-oxadiazol-2-yl)-6-azabicyclo[3.1.1]heptane-6-carboxamide